C(C=C)(=O)OCCN(CC)CC [2-(acryloyloxy)ethyl]diethylamine